CN(C(=O)OC(C)(C)C)[C@@H]1C(=NN(C1)C(=O)N[C@H](C)C=1C=NC(=NC1)C(F)(F)F)C1=CC=C(C=C1)C (S)-4-(N-methyl-N-tert-butoxycarbonylamino)-3-(4-methylphenyl)-N-((R)-1-(2-(trifluoromethyl)pyrimidin-5-yl)ethyl)-4,5-dihydro-1H-pyrazole-1-carboxamide